8-Amino-3-(5-(3-amino-1,1,1-trifluoro-2-hydroxy-3-oxopropan-2-yl)-2-methylphenyl)-N-(2,3-dimethyltetrahydrofuran-3-yl)imidazo[1,2-a]pyrazine-6-carboxamide NC=1C=2N(C=C(N1)C(=O)NC1(C(OCC1)C)C)C(=CN2)C2=C(C=CC(=C2)C(C(F)(F)F)(C(=O)N)O)C